ClC1=C(N(C(C2=C(C=CC=C12)SC1=NC=CC=N1)=O)C1=CC=CC=C1)[C@H](C)NC=1C2=C(N=CN1)NC=CC2=O (S)-4-((1-(4-chloro-1-oxo-2-phenyl-8-(pyrimidine-2-ylthio)-1,2-dihydroisoquinolin-3-yl)ethyl)amino)pyrido[2,3-d]pyrimidin-5(8H)-one